C(#N)C=1N=CC(=NC1)NC1=CC(=C(N=N1)C(NC)=O)NCC1CCN(CC1)C(=O)OC(C)(C)C tert-butyl 4-((6-(5-cyanopyrazin-2-ylamino)-3-(methylcarbamoyl)pyridazin-4-ylamino)methyl)piperidine-1-carboxylate